5-(3-aminoprop-1-yn-1-yl)-N-(3-(4-((9-chloro-7-(2-fluoro-6-methoxyphenyl)-5H-benzo[c]pyrimido[4,5-e]azepin-2-yl)amino)-2-methoxybenzamido)propyl)furan-2-carboxamide NCC#CC1=CC=C(O1)C(=O)NCCCNC(C1=C(C=C(C=C1)NC=1N=CC2=C(C3=C(C(=NC2)C2=C(C=CC=C2OC)F)C=C(C=C3)Cl)N1)OC)=O